tert-butylbenzaldehyde C(C)(C)(C)C1=C(C=O)C=CC=C1